ClC1=C(C=CC=C1C1=C(C(=NC=C1)C=1C=C2CCN(CC2=C(C1)OC)C[C@H]1NC(CC1)=O)Cl)C1=CC=C(C(=N1)OC)C=O 6-[2-Chloro-3-[3-chloro-2-[8-methoxy-2-[[(2S)-5-oxopyrrolidin-2-yl]methyl]-3,4-dihydro-1H-isoquinolin-6-yl]-4-pyridyl]phenyl]-2-methoxy-pyridine-3-carbaldehyde